C(C1=CC=CC=C1)(C1=CC=CC=C1)(C1=CC=CC=C1)C(CN)N Tritylethane-1,2-diamine